Decanoic acid sodium salt [Na+].C(CCCCCCCCC)(=O)[O-]